tert-butyl 4-((4-(4-((2,6-dioxopiperidin-3-yl)amino)-2,6-difluorophenyl)piperazin-1-yl)methyl)-4-hydroxypiperidine-1-carboxylate O=C1NC(CCC1NC1=CC(=C(C(=C1)F)N1CCN(CC1)CC1(CCN(CC1)C(=O)OC(C)(C)C)O)F)=O